N1C(=CC2=CC=CC=C12)CNC(=O)C1CN(CCC1)C=1C=2C(N=CN1)=NN(C2)C2=CC(=C(C=C2)C)F N-((1H-indol-2-yl)methyl)-1-(2-(3-fluoro-4-methylphenyl)-2H-pyrazolo[3,4-d]pyrimidin-4-yl)piperidine-3-carboxamide